4-amino-2-difluoromethylpyridine NC1=CC(=NC=C1)C(F)F